CN1N=C2C=CC(=CC2=C1C(=O)NC1CCOCC1)OCC1=CN=C(S1)C 2-methyl-5-[(2-methyl-1,3-thiazol-5-yl)methoxy]-N-(oxan-4-yl)-2H-indazole-3-carboxamide